1-(aminomethyl)cyclobutane-1-ol NCC1(CCC1)O